2-(benzylthio)-7-methoxy-4H-benzo[d][1,3]oxazin-4-one C(C1=CC=CC=C1)SC=1OC(C2=C(N1)C=C(C=C2)OC)=O